C(C)(C)(C)OC(=O)N1CCC(=CC1)C=1C=C(C(=CC1)C(=O)OC)C(=O)OC dimethyl 4-(1-tert-butoxycarbonyl-3,6-dihydro-2H-pyridin-4-yl)benzene-1,2-dicarboxylate